ClC=1C(=C(C(=O)O)C(=CC1)Cl)OC 3,6-dichloro-o-methoxybenzoic acid